butanoic acid-(2Z,5Z)-non-2,5-diene-1-yl ester C(\C=C/C\C=C/CCC)OC(CCC)=O